C(C)C1=CC(CC=C1)(C)CC 2,6-diethyl-6-methyl-1,3-cyclohexadiene